2-(4-cyclopropyl-6-methoxypyrimidin-5-yl)-4-(4-(1-(1-fluoropropan-2-yl)-4-(trifluoromethyl)-1H-imidazol-2-yl)benzyl)-6-methyl-6,7-dihydro-[1,2,4]triazolo[1,5-a]pyrimidin C1(CC1)C1=NC=NC(=C1C1=NN2C(N(CC(C2)C)CC2=CC=C(C=C2)C=2N(C=C(N2)C(F)(F)F)C(CF)C)=N1)OC